2-bromo-5-[2-(2-fluoroethoxy)ethyl]thiophene BrC=1SC(=CC1)CCOCCF